COC1=C(C=CC(=C1)OC)CNC(=O)C=1N(C(N2C1CNCC2)=O)C2=CC=C(C=C2)OCC(F)(F)F N-[(2,4-dimethoxyphenyl)methyl]-3-oxo-2-[4-(2,2,2-trifluoroethoxy)phenyl]-6,8-dihydro-5H-imidazo[1,5-a]pyrazine-1-carboxamide